C(=O)OC1=CC2=CC=C(C(=C2C=C1)C#C)F 5-ethynyl-6-fluoronaphthalen-2-ol formate